COC=1C=C(C(C(=O)O)=CC1NS(=O)(=O)C1=C(C=CC=C1)OC(F)(F)F)C(=O)O 4-methoxy-5-((2-(trifluoromethoxy)phenyl)sulfonamido)phthalic acid